NC1=NC=CC(=C1)N1C=C(C(C2=CC(=C(C=C12)N1[C@H](CCC1)COC1=NC(=CC=C1Cl)OC)Cl)=O)C(=O)O (R)-1-(2-aminopyridin-4-yl)-6-chloro-7-(2-(((3-chloro-6-methoxypyridin-2-yl)oxy)methyl)pyrrolidin-1-yl)-4-oxo-1,4-dihydroquinoline-3-carboxylic acid